tert-Butyl (1-(3-chloro-4-(4-(2-((1-(methylsulfonyl)piperidin-4-yl)amino)-5-(trifluoromethyl)pyrimidin-4-yl)-1H-imidazol-1-yl)phenyl)ethyl)(methyl)carbamate ClC=1C=C(C=CC1N1C=NC(=C1)C1=NC(=NC=C1C(F)(F)F)NC1CCN(CC1)S(=O)(=O)C)C(C)N(C(OC(C)(C)C)=O)C